C(C=1C(C(=O)OCCCCCCC(C)C)=CC(C(=O)OCCCCCCC)=CC1)(=O)OCCCCCCC di(n-heptyl) (isononyl) trimellitate